C(C)O[Si](CCCNC(C=1C(C(=O)N)=CC=CC1)=O)(OCC)OCC N-{3-(triethoxysilyl)propyl}phthalamide